(E)-N-fluorenylmethoxycarbonyl-L-glycine C1(=CC=CC=2C3=CC=CC=C3CC12)COC(=O)NCC(=O)O